8-[3-(4,6-diphenyl-[1,3,5]triazin-2-yl)phenyl]-9-phenyl-8H,9H-8,9-diaza-8a-borabenzo[fg]tetracene C1(=CC=CC=C1)C1=NC(=NC(=N1)C1=CC=CC=C1)C=1C=C(C=CC1)N1C2=CC=CC=C2C=2C3=C(C=4C=CC=CC4N(B13)C1=CC=CC=C1)C=CC2